FC=1C=CC2=C(N=CN2)C1 6-fluoro-benzimidazol